2-[2-(diethylamino)ethoxy]Ethanol C(C)N(CCOCCO)CC